2-hydroxy-3-(6-(oxazol-5-ylmethoxy)-3,4-dihydroisoquinolin-2(1H)-yl)propyl-6-(methyl(propyl)amino)isonicotinamide OC(CC1=C(C(=O)N)C=C(N=C1)N(CCC)C)CN1CC2=CC=C(C=C2CC1)OCC1=CN=CO1